(2-fluoro-6-nitrophenyl)-1,3-dimethyl-1H-pyrazol-5-amine FC1=C(C(=CC=C1)[N+](=O)[O-])C=1C(=NN(C1N)C)C